ClC=1C=C(C(=O)NC2=NC=CC(=C2)C2=CC(=NC=C2)N2CCC(CC2)C)C=CC1F 3-chloro-4-fluoro-N-(2'-(4-methylpiperidin-1-yl)-[4,4'-bipyridin]-2-yl)benzamide